1-(3-chlorophenyl-ethyl)-3-((4-(methylsulfonyl)phenoxy)methyl)azepane ClC=1C=C(C=CC1)CCN1CC(CCCC1)COC1=CC=C(C=C1)S(=O)(=O)C